4-(6-methylpyridin-2-yl)-2,3,5,6-tetrakis(5H-pyrido[3,2-b]indol-5-yl)benzonitrile CC1=CC=CC(=N1)C1=C(C(=C(C#N)C(=C1N1C2=C(C=3C=CC=CC13)N=CC=C2)N2C1=C(C=3C=CC=CC23)N=CC=C1)N1C2=C(C=3C=CC=CC13)N=CC=C2)N2C1=C(C=3C=CC=CC23)N=CC=C1